(γ-methacryloxypropyl)triethoxysilane C(C(=C)C)(=O)OCCC[Si](OCC)(OCC)OCC